N,N-Dimethyl-1-(1-methyl-2,3,4,5-tetrahydro-1H-benzo[b]azepin-5-yl)methanamine hydrochloride Cl.CN(CC1C2=C(N(CCC1)C)C=CC=C2)C